CN1C(N(C2=C1C=C(C=C2)CN2CCN(CC2)CCOC2CC(C2)NC)C2C(NC(CC2)=O)=O)=O 3-[3-Methyl-5-[[4-[2-[3-(methylamino)cyclobutoxy]ethyl]piperazin-1-yl]methyl]-2-oxo-benzimidazol-1-yl]piperidine-2,6-dione